(R)-2-((4-fluorophenyl)amino)-2-oxo-1-phenylethyl 3-amino-6-(1-(1-(2-(piperidin-4-yl)ethyl)piperidin-4-yl)-1H-pyrazol-4-yl)pyrazine-2-carboxylate hydrochloride Cl.NC=1C(=NC(=CN1)C=1C=NN(C1)C1CCN(CC1)CCC1CCNCC1)C(=O)O[C@@H](C(=O)NC1=CC=C(C=C1)F)C1=CC=CC=C1